deoxy-2'-fluoro-cytidine F[C@H]1[C@@H](O[C@@H]([C@H]1O)CO)N1C(=O)N=C(N)C=C1